C(#N)C=1C=CC(=C(C1)C(CNC(C(=O)OCC)=O)=O)C1CC1 ethyl 2-((2-(5-cyano-2-cyclopropylphenyl)-2-oxoethyl) amino)-2-oxoacetate